FC1([C@@H]([C@H](CCC1)O[C@H]1CCN(CCC1)C(C)C)NS(=O)(=O)C1=CC=C(C=C1)[N+](=O)[O-])F N-[(1R,6S)-2,2-difluoro-6-{[(4R)-1-isopropylazepan-4-yl]oxy}cyclohexyl]-4-nitrobenzenesulfonamide